tert-butyl 3-((methylamino)methyl)azetidine-1-carboxylate CNCC1CN(C1)C(=O)OC(C)(C)C